NCCC=1C=NC(=NC1)C1=C(C=C(C#N)C=C1)OC=1N(N=C(C1)N(CC(C)C)C)C 4-[5-(2-aminoethyl)pyrimidin-2-yl]-3-[2-methyl-5-[methyl(2-methylpropyl)amino]pyrazol-3-yl]oxybenzonitrile